tert-butyl N-[2-(hydroxymethyl)-3-(2-prop-2-ynoxyethoxy)propyl]carbamate OCC(CNC(OC(C)(C)C)=O)COCCOCC#C